7-bromo-6-fluoro-2,9-dimethyl-9,10-dihydro-8-oxa-2,4,10a-triazanaphtho[2,1,8-cde]azulene-1(2H)-one BrC1=C(C=C2N=CC=3N(C(N4CC(OC1=C2C34)C)=O)C)F